N1=CNC(C=C1)=O 4(3H)-PYRIMIDONE